3-(((7-(1H-pyrazol-4-yl)-2,3-dihydrofuro[3,2-c]pyridin-4-yl)amino)methyl)-N-(cyclopropylmethyl)benzamide N1N=CC(=C1)C=1C2=C(C(=NC1)NCC=1C=C(C(=O)NCC3CC3)C=CC1)CCO2